C(C)C1=C(NC2=CC=C(C=C12)C1CCNCC1)C=1C=C2C(=NC1)C=NN2 6-(3-ethyl-5-(piperidin-4-yl)-1H-indol-2-yl)-1H-pyrazolo[4,3-b]pyridine